[C@H]12CC(C[C@H](CCC1)N2)N(C2=CC=CN=N2)C 6-(((1R,3S,5S)-9-azabicyclo[3.3.1]nonan-3-yl)(methyl)amino)pyridazin